CC1=NOC(=C1C=1C=C(C=CC1OCCN1CCOCC1)NC(=O)C1CC1)C N-[3-(3,5-dimethylisoxazol-4-yl)-4-(2-morpholinoethoxy)phenyl]cyclopropanecarboxamide